N-[2-methoxy-4-(piperidin-4-yl)phenyl]-3-(2-methoxyphenyl)-1-methyl-1H-pyrazolo[4,3-d]pyrimidine-5-amine COC1=C(C=CC(=C1)C1CCNCC1)NC=1N=CC2=C(N1)C(=NN2C)C2=C(C=CC=C2)OC